FC=1C=C2C(=CN(C2=CC1C=1C=NC=CC1C)CC(C)(C)C)C(C)NS(=O)(=O)C1CC1 N-(1-(5-fluoro-6-(4-methylpyridin-3-yl)-1-neopentyl-1H-indol-3-yl)ethyl)cyclopropanesulfonamide